C(C)(C)(C)[Si](OC1CC2(C1)CC(C2)CO)(C2=CC=CC=C2)C2=CC=CC=C2 [2-[tert-butyl-(diphenyl)silyl]oxyspiro[3.3]heptan-6-yl]methanol